2-bromo-1-(2,3-dichlorophenyl)ethan-1-one BrCC(=O)C1=C(C(=CC=C1)Cl)Cl